nickel (dibutyl dithiocarbamate) C(CCC)N(C([S-])=S)CCCC.[Ni+2].C(CCC)N(C([S-])=S)CCCC